4-(2-Amino-2-methylpropanoyl)-N-(1-(4-(2-((6-aminospiro[3.3]heptan-2-yl)amino)propyl)phenyl)-2-oxo-1,2-dihydropyrimidin-4-yl)piperazine-1-carboxamide Hydrochloride Salt Cl.NC(C(=O)N1CCN(CC1)C(=O)NC1=NC(N(C=C1)C1=CC=C(C=C1)CC(C)NC1CC2(C1)CC(C2)N)=O)(C)C